6-Fluoro-N,3-dimethyl-N-(tetrahydro-2H-pyran-4-yl)-1H-indazol-5-amine FC1=C(C=C2C(=NNC2=C1)C)N(C1CCOCC1)C